1-(2,3-dichloro-phenyl)piperazine hydrochloride Cl.ClC1=C(C=CC=C1Cl)N1CCNCC1